C(C)(C)(C)OC(NCCCN(C(CCCCCN1C(C=CC1=O)=O)=O)[C@H](C(C)(C)C)C=1N(C=C(N1)C1=C(C=CC(=C1)F)F)CC1=CC=CC=C1)=O tert-Butyl-[3-({(1R)-1-[1-benzyl-4-(2,5-difluorophenyl)-1H-imidazol-2-yl]-2,2-dimethylpropyl} [6-(2,5-dioxo-2,5-dihydro-1H-pyrrol-1-yl)hexanoyl]amino)propyl]carbamat